3-((1-(cyanomethyl)cyclopropyl)methyl)-3H-imidazo[4,5-b]pyridine-5-carboxylate C(#N)CC1(CC1)CN1C=NC=2C1=NC(=CC2)C(=O)[O-]